C(C)(C)(C)OC(=O)N1CCC2(CN(CN2)CC2=NC(=NO2)C2=CC(=C(C=C2)OC2=C(C=CC=C2)C(C)(C)C)C(F)(F)F)CC1 3-((3-(4-(2-(tert-butyl)phenoxy)-3-(trifluoromethyl)phenyl)-1,2,4-oxadiazol-5-yl)methyl)-1,3,8-Triazaspiro[4.5]decane-8-carboxylic acid tert-butyl ester